methyl (2,4-dimethoxybenzyl)glycinate COC1=C(CNCC(=O)OC)C=CC(=C1)OC